ClC=1C=C(CC=2C=CC(=NC2)C2OCCN(C2)C(CCN2N=C(N=C2C)C)=O)C=CC1 1-(2-(5-(3-chlorobenzyl)pyridin-2-yl)morpholino)-3-(3,5-dimethyl-1H-1,2,4-triazol-1-yl)propan-1-one